Methyl (R)-1-(1-(4-bromophenyl) ethyl)-4-(propan-1-yn-1-yl)-1H-indazole-7-carboxylate BrC1=CC=C(C=C1)[C@@H](C)N1N=CC2=C(C=CC(=C12)C(=O)OC)C#CC